N-methanesulfonyl-2-[1-[(2R)-2-(2-methoxyphenyl)-2-(prop-2-yloxy)ethyl]-5-methyl-6-(1,3-oxazol-2-yl)-2,4-dioxo-1H,2H,3H,4H-thieno[2,3-d]pyrimidin-3-yl]-2-methylpropanamide CS(=O)(=O)NC(C(C)(C)N1C(N(C2=C(C1=O)C(=C(S2)C=2OC=CN2)C)C[C@H](OC(C)C)C2=C(C=CC=C2)OC)=O)=O